N-(4-fluorophenyl)-2-(((4-(3-methoxypropoxy)-3-methylpyridin-2-yl)methyl)thio)-1H-benzo[d]Imidazol-7-amine FC1=CC=C(C=C1)NC1=CC=CC2=C1NC(=N2)SCC2=NC=CC(=C2C)OCCCOC